Tert-Butyl 3-[6-(4-chloro-2-methoxycarbonyl-phenoxy)-3-pyridyl]azetidine-1-carboxylate ClC1=CC(=C(OC2=CC=C(C=N2)C2CN(C2)C(=O)OC(C)(C)C)C=C1)C(=O)OC